C(C)(C)(C)OC(=O)NCC1(CCN(CC1)C1=CN=C2C(=N1)N(N=C2N2CCC1=CC(=CC=C21)C(=O)O)C2OCCCC2)C 1-(6-(4-(((tertbutoxycarbonyl)amino)methyl)-4-methylpiperidin-1-yl)-1-(tetrahydro-2H-pyran-2-yl)-1H-pyrazolo[3,4-b]pyrazin-3-yl)indoline-5-carboxylic acid